5-{4-[butyl(methyl)amino]-3-(trifluoromethyl)phenyl}-3,6-dihydro-2H-1,3,4-oxadiazin-2-one C(CCC)N(C1=C(C=C(C=C1)C1=NNC(OC1)=O)C(F)(F)F)C